1-(isoindolin-5-yl)ethan-1-one C1NCC2=CC(=CC=C12)C(C)=O